Caesium Plumbum [Pb].[Cs]